NC[C@H](C)C=1C=C(C=CC1)NC=1C(=NC(=C(N1)CCC)CC)C(=O)N (R)-3-((3-(1-aminopropan-2-yl)phenyl)amino)-6-ethyl-5-propylpyrazine-2-carboxamide